BrC=1C=C(C=NC1Cl)N[C@@H]1[C@@H](CN(CC1)C(=O)OC(C)(C)C)F tert-butyl (3R,4S)-4-((5-bromo-6-chloropyridin-3-yl)amino)-3-fluoropiperidine-1-carboxylate